tert-butyl 4-(4-((4-chloro-2-fluorobenzyl) oxy)-3H-imidazo[4,5-c]pyridin-6-yl)-3,6-dihydropyridine-1(2H)-carboxylate ClC1=CC(=C(COC2=NC(=CC3=C2NC=N3)C=3CCN(CC3)C(=O)OC(C)(C)C)C=C1)F